N1(CCOCC1)C(=O)C1=CC(=NC(=C1)C=1N=NN(C1)C=1C=CC(=C(C(=O)O)C1)C(F)(F)F)C=1N=NN(C1)C=1C=CC(=C(C(=O)O)C1)C(F)(F)F 5,5'-((4-(Morpholine-4-carbonyl)pyridine-2,6-diyl)bis(1H-1,2,3-triazole-4,1-diyl))bis(2-(trifluoromethyl)benzoic acid)